CN(CCC=1C(=NC(N(C1)[C@H](C(=O)O)CC(C)C)=O)C(F)(F)F)C (S)-2-(5-(2-(dimethylamino)ethyl)-2-oxo-4-(trifluoromethyl)pyrimidin-1(2H)-yl)-4-methylpentanoic acid